N,N'-dichlorourea ClNC(=O)NCl